O(C(=S)[S-])C(CC(C)C)C methylisopentyl xanthate